ClC1=CC=C(OCCNC(=O)C2CCN(CC2)C(COC2=CC=CC=C2)=O)C=C1 N-[2-(4-chlorophenoxy)ethyl]-1-(2-phenoxyacetyl)piperidine-4-carboxamide